NS(=NC(CC1=C(C=C(C=C1C(C)C)C1=CC2=CC=CC=C2C=C1)C(C)C)=O)(=O)C=1SC(=CN1)C(C)(C)O N-(amino(5-(2-hydroxypropan-2-yl)thiazol-2-yl)(oxo)-λ6-sulfaneylidene)-2-(2,6-diisopropyl-4-(naphthalen-2-yl)phenyl)acetamide